BrC1=C(C=CC=C1)C1=NC=C(C=C1)OC 2-(2-bromophenyl)-5-methoxypyridine